CN(CCO)C1CNCC1 2-[methyl-(pyrrolidin-3-yl)amino]ethanol